(3S)-7-((3S,5R)-4-acryloyl-3,5-dimethylpiperazin-1-yl)-9-chloro-3-(methoxymethyl)-10-(2,4,5-trifluorophenyl)-2,3-dihydro-5H-[1,4]thiazino[2,3,4-ij]quinazolin-5-one C(C=C)(=O)N1[C@H](CN(C[C@H]1C)C1=NC(N2C3=C(C(=C(C=C13)Cl)C1=C(C=C(C(=C1)F)F)F)SC[C@@H]2COC)=O)C